BrC1=C(C=CC(=C1)Cl)C1=NSC(=N1)C 3-(2-bromo-4-chlorophenyl)-5-methyl-1,2,4-thiadiazole